(1S,2S)-N-(6-(5-chloro-6-fluoro-7-(2-fluorocyclopropyl)-1H-indazol-4-yl)imidazo[1,2-a]pyrazin-2-yl)-2-fluorocyclopropane-1-carboxamide ClC=1C(=C2C=NNC2=C(C1F)C1C(C1)F)C=1N=CC=2N(C1)C=C(N2)NC(=O)[C@H]2[C@H](C2)F